C(C)(C)(C)OC(NC[C@H](C)OC1=C(C(=C(C=C1)F)Br)C=O)=O (S)-(2-(3-bromo-4-fluoro-2-formylphenoxy)propyl)carbamic acid tert-butyl ester